C=1(C(=CC=CC1)C(=O)O)C1=CC=CC=C1 biphenyl-carboxylic acid